3-[4-(methoxymethyl)-1-(2,2,2-trifluoroethyl)-1H-indol-2-yl]prop-2-yn COCC1=C2C=C(N(C2=CC=C1)CC(F)(F)F)C#CC